C1(CC1)N1CCN(CC1)C1=CC=CC(=N1)C=1N=C(SC1)NC(=O)[C@H]1N(CC1)C(=O)C1=CN(C=C1)S(=O)(=O)C (S)-N-(4-(6-(4-cyclopropylpiperazin-1-yl)pyridin-2-yl)thiazol-2-yl)-1-(1-(methylsulfonyl)-1H-pyrrole-3-carbonyl)azetidine-2-carboxamide